C(C)OC(=O)N1CC2(CC(C2)N2CCC(CC2)SCC2=CC=CC=C2)CC1 2-[4-(benzylsulfanyl)piperidin-1-yl]-6-azaspiro[3.4]octane-6-carboxylic acid ethyl ester